C(C#C)OCSSCOCC#C ((prop-2-yn-1-yloxy) methyl) disulfide